(2R)-2-amino-3-(3-bromo-5-chloro-7-{[(furan-2-yl)methyl]amino}thieno[3,2-b]pyridin-2-yl)propan-1-ol N[C@@H](CO)CC1=C(C2=NC(=CC(=C2S1)NCC=1OC=CC1)Cl)Br